[Na].[Na].[Mg] Magnesium Disodium